C(C1=CC=CC=C1)OC(=O)N1C=CC2=CC=CC=C12 Indole-1-carboxylic acid benzyl ester